2-[[2-(2-methoxy-3-pyridinyl)pyrrolo[3,2-c]pyridin-5-yl]methyl]-6-methyl-1,3-benzothiazole COC1=NC=CC=C1C1=CC2=CN(C=CC2=N1)CC=1SC2=C(N1)C=CC(=C2)C